1-(2-methoxyethyl)-3,5-dimethyl-4-(4,4,5,5-tetramethyl-1,3,2-dioxaborolan-2-yl)pyrazole COCCN1N=C(C(=C1C)B1OC(C(O1)(C)C)(C)C)C